N-(3-methoxybenzyl)-N-(4-morpholinobenzyl)-3-(2-morpholinoethoxy)aniline COC=1C=C(CN(C2=CC(=CC=C2)OCCN2CCOCC2)CC2=CC=C(C=C2)N2CCOCC2)C=CC1